6-(8-(5-chloro-3-methyl-pyridin-2-yl)-5-(4-fluoro-benzyl)-6,9-dioxo-2,5,8-triazaspiro[3.5]nonan-2-yl)nicotinonitrile ClC=1C=C(C(=NC1)N1CC(N(C2(CN(C2)C2=NC=C(C#N)C=C2)C1=O)CC1=CC=C(C=C1)F)=O)C